FC(CN[C@@H]1C[C@H]2[C@@H]3CC[C@H]([C@@H](CCCC(C)C)C)[C@]3(CC[C@@H]2[C@]2(CCCC[C@]12O)C)C)C=1N=CNC1 beta-fluoro-5alpha-hydroxy-6beta-[2-(1H-imidazol-4-yl)ethylamino]-cholestan